FC(C(=O)O)(F)F.C(C)OC(=O)C1(CC(C1)C)N 1-Amino-3-methylcyclobutane-1-carboxylic acid ethyl ester trifluoroacetate salt